7-(5-chloro-2-((1-methyl-1h-pyrazole-5-yl)amino)pyridine-4-yl)-2-(3,5-difluorobenzyl)-3,4-dihydropyrrolo[1,2-a]pyrazine-1(2H)-one ClC=1C(=CC(=NC1)NC1=CC=NN1C)C=1C=C2N(CCN(C2=O)CC2=CC(=CC(=C2)F)F)C1